ClC=1C(=NC(=NC1)NC1CCN(CC1)S(=O)(=O)C=1N=CN(C1)C)C=1C=NN(C1)C=1C(=NC(=CC1)CNC(C)C)C 5-Chloro-4-(1-(6-((isopropylamino)methyl)-2-methylpyridin-3-yl)-1H-pyrazol-4-yl)-N-(1-((1-methyl-1H-imidazol-4-yl)sulfonyl)piperidin-4-yl)pyrimidin-2-amine